2-[4-[(E)-3-[2-(Carboxymethoxy)-4-[(E)-pent-2-en-3-yl]oxyphenyl]-3-oxoprop-1-enyl]phenoxy]acetic acid C(=O)(O)COC1=C(C=CC(=C1)O/C(=C/C)/CC)C(/C=C/C1=CC=C(OCC(=O)O)C=C1)=O